N-((3-fluoro-5-(trifluoromethyl)pyridin-2-yl)methyl)-1-methyl-1H-pyrazol-3-amine FC=1C(=NC=C(C1)C(F)(F)F)CNC1=NN(C=C1)C